2-[7-(1-carboxy-2-{4-[2-(2-ethoxyethoxy)ethoxy]phenyl}-ethyl)-4,10-bis(carboxylatomethyl)-1,4,7,10-tetraazacyclododecan-1-yl]propanoat C(=O)(O)C(CC1=CC=C(C=C1)OCCOCCOCC)N1CCN(CCN(CCN(CC1)CC(=O)[O-])C(C(=O)[O-])C)CC(=O)[O-]